FC(C(=O)O)(F)F.C1(=CC=CC=C1)C1=CN=C(N1)C1=NC=CC(=C1)C=1C=NN(C1)CCN1CCOCC1 4-(2-(4-(2-(5-Phenyl-1H-imidazol-2-yl)pyridin-4-yl)-1H-pyrazol-1-yl)ethyl)morpholine trifluoroacetate salt